NCCCCCCCCCCCCCC azapentadecan